CS(=O)(=O)C1=CC(=C(C=C1)NCC#CC=1N(C2=CC=CC(=C2C1)NC1CCN(CC1)C(=O)N)CC(F)(F)F)OC 4-[(2-{3-[(4-methanesulfonyl-2-methoxyphenyl)amino]prop-1-yn-1-yl}-1-(2,2,2-trifluoroethyl)-1H-indol-4-yl)amino]piperidine-1-carboxamide